tungsten-cadmium tellurate [Te](=O)(=O)([O-])[O-].[Cd+2].[W+4].[Te](=O)(=O)([O-])[O-].[Te](=O)(=O)([O-])[O-]